N-acetyl-glutamin tert-Butyl-(S)-(1-amino-3-(7-fluoro-6-methyl-2-oxo-1,2-dihydroquinolin-3-yl)-1-oxopropan-2-yl)carbamate C(C)(C)(C)N(C(O)=O)[C@H](C(=O)N)CC=1C(NC2=CC(=C(C=C2C1)C)F)=O.C(C)(=O)N[C@@H](CCC(N)=O)C(=O)O